C1(=CC=CC=C1)C(=C)C(C=C)=O 2-phenylpentane-1,4-dien-3-one